4-chloro-7-methoxy-1,8-naphthyridine ClC1=CC=NC2=NC(=CC=C12)OC